C(C)(C)(C)C1=NN2C(N(C3=C(C2=N1)N=CC(=C3)N3CCNCC3)CC3=CC=C(C=C3)Cl)=O 2-tert-butyl-6-(4-chlorobenzyl)-8-(piperazin-1-yl)pyrido[2,3-e][1,2,4]triazolo[1,5-c]pyrimidin-5(6H)-one